C1(=CC(=CC=C1)C(C)C1=C(C=CC(=C1)N)NC1=CC=CC=C1)C(C)C1=C(C=CC(=C1)N)NC1=CC=CC=C1 N'-(1,3-phenylenedi(ethane-1,1-diyl))bis(N-phenylbenzene-1,4-diamine)